C(C1=CC=CC=C1)OCCCCCO 5-(benzyloxy)-1-pentanol